OC[C@H](C1=CC=CC=C1)NC1=NC(=NC=C1C=1OC(=NN1)C(F)(F)F)NC=1C=C2CCNC(C2=CC1)=O 6-[[4-[[(1S)-2-hydroxy-1-phenyl-ethyl]amino]-5-[5-(trifluoromethyl)-1,3,4-oxadiazol-2-yl]pyrimidin-2-yl]amino]-3,4-dihydro-2H-isoquinolin-1-one